N-ethoxymethacrylic acid amide C(C)ONC(C(=C)C)=O